C(C1=CC=CC=C1)OC(=O)NC1COC2=CC(=CC=C2C1)N1CC2CCC(C1)N2C(=O)OC(C)(C)C tert-butyl 3-(3-(((benzyloxy) carbonyl) amino) chroman-7-yl)-3,8-diazabicyclo[3.2.1]octane-8-carboxylate